2-(4-methoxybenzyl)-4-((methyl(3-oxo-3-(4-(5-(trifluoromethyl)pyrimidin-2-yl)piperazin-1-yl)propyl)amino)methyl)phthalazin-1(2H)-one COC1=CC=C(CN2C(C3=CC=CC=C3C(=N2)CN(CCC(N2CCN(CC2)C2=NC=C(C=N2)C(F)(F)F)=O)C)=O)C=C1